C(C1=CC=CC=C1)OC=1C=C2C(=C(N(C2=CC1)CC1=CC=C(OCCCC(=O)O)C=C1)C1=CC=C(C=C1)F)C 4-(4-((5-(Benzyloxy)-2-(4-fluorophenyl)-3-methyl-1H-indol-1-yl)methyl)-phenoxy)butanoic acid